4-[[2-Fluoro-6-[3-fluoro-2-(trideuteriomethoxy)-4-(trifluoromethoxy)phenoxy]-3-(trifluoromethoxy)benzoyl]amino]pyridine-2-carboxamide FC1=C(C(=O)NC2=CC(=NC=C2)C(=O)N)C(=CC=C1OC(F)(F)F)OC1=C(C(=C(C=C1)OC(F)(F)F)F)OC([2H])([2H])[2H]